C(CCC)NCCO N-butyl-2-hydroxy-ethylamine